ClC1=C(C=C(C=C1)F)C1NC(C2=C3C(=CC(=C12)NC(C1=CC(=CC(=C1)F)C(F)(F)F)=O)N(C=N3)CC(F)F)=O N-[6-(2-chloro-5-fluorophenyl)-3-(2,2-difluoroethyl)-8-oxo-7,8-dihydro-6H-imidazo[4,5-e]isoindol-5-yl]-5-fluoro-3-(trifluoromethyl)benzamide